N-(1-cyanocyclopropyl)-8-(4-(1-methyl-1H-imidazol-2-yl)piperazin-1-yl)-3-(5-(trifluoromethyl)-1,3,4-thiadiazol-2-yl)imidazo[1,5-a]pyridine-6-sulfonamide C(#N)C1(CC1)NS(=O)(=O)C=1C=C(C=2N(C1)C(=NC2)C=2SC(=NN2)C(F)(F)F)N2CCN(CC2)C=2N(C=CN2)C